ClC=1C=CC=C2C=CN(C12)C(=O)N1C[C@H](N(CC1)C=1C=CC(=NC1C(=O)N[C@H]1CN(CC1)C)C=1C(=NC=CC1)OCC)CC 5-[(2R)-4-(7-chloro-1H-indole-1-carbonyl)-2-ethylpiperazin-1-yl]-2'-ethoxy-N-[(3R)-1-methylpyrrolidin-3-yl]-[2,3'-bipyridine]-6-carboxamide